CN1N=C(C(=C1)C1=NC=CC=C1)C=O (1-methyl-4-(pyridin-2-yl)-1H-pyrazol-3-yl)methanone